N-[(2R)-1-aminopropan-2-yl]-4-[[3-[4-(difluoromethoxy)phenyl]imidazo[1,2-a]pyrazin-8-yl]amino]-2-methylbenzamide NC[C@@H](C)NC(C1=C(C=C(C=C1)NC=1C=2N(C=CN1)C(=CN2)C2=CC=C(C=C2)OC(F)F)C)=O